3,5-difluoro-3-methylpiperidin-4-ol trifluoroacetate tert-Butyl-3,5-difluoro-4-hydroxy-3-methylpiperidine-1-carboxylate C(C)(C)(C)C1N(CC(C(C1(C)F)O)F)C(=O)O.FC(C(=O)O)(F)F.FC1(CNCC(C1O)F)C